[(2-{6-Cyclopropyl-4-[4-fluoro-2-(4-methyl-1,2,4-triazol-3-yl)phenyl]pyridin-2-yl}-7-methyl-1,3-benzoxazol-5-yl)methyl][(2R)-1-methoxypropan-2-yl]amine C1(CC1)C1=CC(=CC(=N1)C=1OC2=C(N1)C=C(C=C2C)CN[C@@H](COC)C)C2=C(C=C(C=C2)F)C2=NN=CN2C